1-tert-butyl 2-methyl 4-bromopyrrolidine-1,2-dicarboxylate BrC1CC(N(C1)C(=O)OC(C)(C)C)C(=O)OC